FC=1C=NC(=NC1)C=1C(=C(C=CC1)NC1=C(C=NC(=C1)NCC1=CC=C(C=C1)OC)C(=O)NC)OC 4-{[3-(5-fluoropyrimidin-2-yl)-2-methoxyphenyl]amino}-6-{[(4-methoxyphenyl)methyl]amino}-N-methylpyridine-3-carboxamide